NC1=NC(=CC(=N1)C=1N=NN(C1)CC1=CC=CC(=N1)C1C(C1)C(=O)O)C1=CC(=CC=C1)C#N 2-[6-({4-[2-amino-6-(m-cyanophenyl)-4-pyrimidinyl]-1H-1,2,3-triazol-1-yl}methyl)-2-pyridinyl]cyclopropanecarboxylic acid